6-bromo-3-((R)-3-((R)-1,1-dimethylethylsulfonamido)-3H-spiro[benzofuran-2,4'-piperidine]-1'-yl)pyrazine-2-carboxylic acid methyl ester COC(=O)C1=NC(=CN=C1N1CCC2(CC1)OC1=C([C@H]2NS(=O)(=O)C(C)(C)C)C=CC=C1)Br